(1s,3s)-3-((2-((6-amino-2-(difluoromethyl)pyrimidin-4-yl)amino)-5-(1-methyl-1H-pyrazol-4-yl)pyridin-4-yl)oxy)cyclobutan-1-ol NC1=CC(=NC(=N1)C(F)F)NC1=NC=C(C(=C1)OC1CC(C1)O)C=1C=NN(C1)C